C(C)(C)(C)N1CCC(CC1)OC1=CC=C(C=C1)COC1=CC=C(C=C1)C1=CC=C(C=C1)C(=O)OCC tert-butyl-4-[4-[[4-(4-ethoxycarbonylphenyl)phenoxy]methyl]phenoxy]piperidine